C(C)C1=CC(=C(C=C1)S(=O)(=O)NC1=NOC=2C1=C1OCCCC1=C(C2)CN2N=CC(=C2)CNC(OC(C)(C)C)=O)OC tert-Butyl ((1-((9-((4-ethyl-2-methoxyphenyl)sulfonamido)-3,4-dihydro-2H-chromeno[8,7-d]isoxazol-5-yl)methyl)-1H-pyrazol-4-yl)methyl)carbamate